1-((3,3-Difluoro-1-methylcyclobutyl)methyl)-N-(2-(S-methylsulfonimidoyl)pyridin-4-yl)-3-(spiro[2.3]hexan-5-yl)-4-(trifluoromethyl)-1H-pyrazole-5-carboxamide FC1(CC(C1)(C)CN1N=C(C(=C1C(=O)NC1=CC(=NC=C1)S(=O)(=N)C)C(F)(F)F)C1CC2(CC2)C1)F